carbobenzoxy (2S)-2-[(4-fluoro-2-nitro-anilino) methyl]-4-hydroxypyrrolidine-1-carboxylate FC1=CC(=C(NC[C@H]2N(CC(C2)O)C(=O)OC(=O)OCC2=CC=CC=C2)C=C1)[N+](=O)[O-]